methyl-(2S)-1-((R)-2-((tert-butoxycarbonyl)amino)-4-phenylbutanoyl)-4-(1H-pyrazol-1-yl)pyrrolidine C[C@@H]1N(CC(C1)N1N=CC=C1)C([C@@H](CCC1=CC=CC=C1)NC(=O)OC(C)(C)C)=O